C(C)CC(CC(=O)OCC(C)C)=O.C(C)CC(CC(=O)OCC(C)C)=O diisobutyl bis(ethylacetoacetate)